COC1=C(C=C(C(=O)N)C=C1)S(=O)(=O)C 4-methoxy-3-(methylsulfonyl)benzamide